4-Bromo-7-chloro-6-fluoroisoquinoline BrC1=CN=CC2=CC(=C(C=C12)F)Cl